COC(=O)[C@@]1(C=2C=CC=NC2C(CC1)=C)F (5R)-5-fluoro-8-methylene-5,6,7,8-tetrahydroquinoline-5-carboxylic acid methyl ester